BrC=1C(=C(C=CC1)C1=NNC2=NC(=CN=C21)N2C[C@@H]1[C@]([C@@H]1CC2)(C2=C(C=CC=C2)F)CN)Cl ((1S,6R,7R)-3-(3-(3-bromo-2-chlorophenyl)-1H-pyrazolo[3,4-b]pyrazin-6-yl)-7-(2-fluorophenyl)-3-azabicyclo[4.1.0]heptan-7-yl)methanamine